2-(1H-imidazol-2-yl)-6-(benzenesulfonyl)-1-(pyrrolidin-3-yl)-1,6-dihydroimidazo[4,5-d]Pyrrolo[2,3-b]pyridine N1C(=NC=C1)C1=NC=2C(=C3C(=NC2)N(C=C3)S(=O)(=O)C3=CC=CC=C3)N1C1CNCC1